2-(3-iodophenyl)-2,6,6-trimethylheptanoate IC=1C=C(C=CC1)C(C(=O)[O-])(CCCC(C)(C)C)C